CN1N=CC(=C1)C1=CC2=C(N=CS2)C=C1 6-(1-methyl-1H-pyrazol-4-yl)benzo[d]thiazol